aluminum ammonium sulfate octadecanoate C(CCCCCCCCCCCCCCCCC)(=O)[O-].S(=O)(=O)([O-])[O-].[NH4+].[Al+2]